(E)-(4-(methoxycarbonyl)styryl)boronic acid COC(=O)C1=CC=C(/C=C/B(O)O)C=C1